CN1C(C2(C3=C4C(=NC=C31)NC(=C4C4=CC=CC=C4)C4=CC=C(C=C4)CN4CCC(CC4)S(=O)(=O)C)CN(C2)C2CCNCC2)=O 6'-methyl-2'-(4-((4-(methylsulfonyl)piperidin-1-yl)methyl)phenyl)-1'-phenyl-1-(piperidin-4-yl)-3',6'-dihydro-7'H-spiro[azetidine-3,8'-dipyrrolo[2,3-b:3',2'-d]pyridin]-7'-one